IC([C@H](N)C(=O)O)CC(CN)I 3,5-diiodo-lysine